C(C1=CC=CC=C1)(=O)C=1N2CC[C@@](C2=CC1)(C(=O)O)OC |r| (1RS)-5-benzoyl-1-methoxy-2,3-dihydro-1H-pyrrolizine-1-carboxylic acid